C(=O)SC1=CC=C(C=C1)C S-(4-methylphenyl) thiocarboxylate